3,5-bis(pyridine-4-yl)-4-amino-1,2,4-triazole N1=CC=C(C=C1)C1=NN=C(N1N)C1=CC=NC=C1